(2r,4r)-4-(tosyloxy)-2-((tosyloxy)methyl)pyrrolidine-1-carboxylic acid tert-butyl ester C(C)(C)(C)OC(=O)N1[C@H](C[C@H](C1)OS(=O)(=O)C1=CC=C(C)C=C1)COS(=O)(=O)C1=CC=C(C)C=C1